1',5'-dimethyl-1-((2-(trimethylsilyl)ethoxy)methyl)-1H,1'H-[3,4'-bipyrazol]-4-amine CN1N=CC(=C1C)C1=NN(C=C1N)COCC[Si](C)(C)C